C(C1=CC=CC=C1)C1(CN(CC1)S(=O)(=O)C1=NN(N=C1)C)C=1C=C2C=NN(C2=CC1C)C=1N=CSC1 4-(5-(3-benzyl-1-((2-methyl-2H-1,2,3-triazol-4-yl)sulfonyl)pyrrolidin-3-yl)-6-methyl-1H-indazol-1-yl)thiazole